tert-butyl (R)-4-((3-(1-((7-chloro-6-(1-cyanocyclopropyl)pyrido[2,3-d]pyrimidin-4-yl)amino)ethyl)phenyl)difluoromethyl)piperidine-1-carboxylate ClC=1C(=CC2=C(N=CN=C2N[C@H](C)C=2C=C(C=CC2)C(C2CCN(CC2)C(=O)OC(C)(C)C)(F)F)N1)C1(CC1)C#N